CN(CCOC=1C=CC(=C(C(=O)N[C@H](C)C2=CC(=CC(=C2)C=2SC=CC2)C=2C=NN(C2)CCO)C1)C)C (R)-5-(2-(dimethylamino)ethoxy)-N-(1-(3-(1-(2-hydroxyethyl)-1H-pyrazol-4-yl)-5-(thiophen-2-yl)phenyl)ethyl)-2-methylbenzamide